t-Butylcatechol C(C)(C)(C)C1=C(C(O)=CC=C1)O